2-Chloro-1-(4-(4-(methylamino)-6-((1-phenylethyl)amino)-1,3,5-triazin-2-yl)piperazin-1-yl)ethan-1-one ClCC(=O)N1CCN(CC1)C1=NC(=NC(=N1)NC)NC(C)C1=CC=CC=C1